4,4'-[[1,1'-binaphthalene]-2,2'-diylbis(oxy)]bis[3-(naphthalen-2-yl)benzoic acid] C1(=C(C=CC2=CC=CC=C12)OC1=C(C=C(C(=O)O)C=C1)C1=CC2=CC=CC=C2C=C1)C1=C(C=CC2=CC=CC=C12)OC1=C(C=C(C(=O)O)C=C1)C1=CC2=CC=CC=C2C=C1